N1=C(C=CC=C1)C1=CC=CC=2SC3=C(C21)C=CC=C3 pyridyl-dibenzothiophene